(methyl)acrylic acid zinc-silicon [Si].[Zn].CC(C(=O)O)=C